1-[(2R)-3-Methoxy-2-methyl-3-oxopropyl]-1H-imidazole-4-carboxylic acid COC([C@@H](CN1C=NC(=C1)C(=O)O)C)=O